N[C@@H]1[C@@H](OCC12CCN(CC2)C2=NC1=C(C=3N2C=CN3)C(=NN1)C=1C=CC3=C(C(C2(CC2)O3)=O)C1)C 5-(5-((3S,4S)-4-amino-3-methyl-2-oxa-8-azaspiro[4.5]decan-8-yl)-7H-imidazo[1,2-c]pyrazolo[4,3-e]pyrimidin-9-yl)-3H-spiro[benzofuran-2,1'-cyclopropan]-3-one